S1(C=CN=NC=C1)(=O)=O 1,4,5-thiadiazepine-1,1-dioxide